(S)-N-(1-(1H-indazol-6-yl)-1H-imidazol-4-yl)-1-cyanopyrrolidine-3-carboxamide N1N=CC2=CC=C(C=C12)N1C=NC(=C1)NC(=O)[C@@H]1CN(CC1)C#N